COC(CN(C)C)OC 2,2-dimethoxy-N,N-dimethylethan-1-amine